C(CCCCCCCCCCCCCCC)OC[C@H](OCCCCCCCCCCCCCCCC)CO |r| 1,2-Di-O-hexadecyl-racemic-glycerol